2-acrylamido-2-methylpropylsulfonic acid C(C=C)(=O)NC(CS(=O)(=O)O)(C)C